5-amino-1-cyclopentyl-3-[3-fluoro-4-[[(2-methoxybenzoyl)amino]methyl]phenyl]pyrazole-4-carboxamide ethyl-(3-(benzyloxy)-4-methyl-5-(2-methylquinolin-6-yl)picolinoyl)glycinate C(C)N(CC(=O)O)C(C1=NC=C(C(=C1OCC1=CC=CC=C1)C)C=1C=C2C=CC(=NC2=CC1)C)=O.NC1=C(C(=NN1C1CCCC1)C1=CC(=C(C=C1)CNC(C1=C(C=CC=C1)OC)=O)F)C(=O)N